ClC=1C(=C2C(=NC1)N(N=C2)C2OCCCC2)I 5-chloro-4-iodo-1-tetrahydropyran-2-yl-pyrazolo[3,4-b]Pyridine